C1(=CC=CC=C1)CCCCCCCC(=O)[O-].[Na+] sodium 8-phenyloctanoate